NC1CCC(CC1)C1=CC(=NC=C1)O[C@H]1CN(CC1)C1=C(C(NN=C1)=O)Cl (R)-5-(3-((4-(4-aminocyclohexyl)pyridin-2-yl)oxy)pyrrolidin-1-yl)-4-chloropyridazin-3(2H)-one